N1N=NC2=C1C=CC=C2O[P+](N2CCCC2)(N2CCCC2)N2CCCC2 (benzotriazolyloxy)tripyrrolidino-phosphonium